ClC=1C=CC(=C(C1)[C@H]1C[C@H](C1)NC(=O)C=1C(=NN(C1)[C@H](C)C=1C=NC(=CC1C)N1C([C@@H]2C[C@@H]2C1)=O)[C@@H](C)O)C#N N-((cis)-3-(5-chloro-2-cyanophenyl)cyclobutyl)-3-((R)-1-hydroxyethyl)-1-((R)-1-(4-methyl-6-((1R,5S)-2-oxo-3-azabicyclo[3.1.0]hexan-3-yl)pyridin-3-yl)ethyl)-1H-pyrazole-4-carboxamide